[Si](C)(C)(C(C)(C)C)OCC1(CC1)C(=O)C=1N=C2N(N1)[C@@H](C[C@@H]2F)C2=CC=CC=C2 [1-[[tert-butyl(dimethyl)silyl]oxymethyl]cyclopropyl]-[cis-7-fluoro-5-phenyl-6,7-dihydro-5H-pyrrolo[1,2-b][1,2,4]triazol-2-yl]methanone